C(#N)[C@H](CC=1SC(=CC1)C1=CC=C(C=C1)C#N)NC(=O)C1CN(C1)C(=O)OC(C)(C)C tert-butyl 3-{[(1S)-1-cyano-2-[5-(4-cyanophenyl)thiophen-2-yl]ethyl]carbamoyl}azetidine-1-carboxylate